C(CCCCCCCC=CCCCCCCCC)(=O)N[C@@H](C)C(=O)O N-(9-octadecenoyl)alanine